N(C(=N)N)CCCNCC(=O)O N-(3-guanidinopropyl)glycine